2-bromo-5-(methyl-sulfonyl)pyridine BrC1=NC=C(C=C1)S(=O)(=O)C